BrC1=C(C=NC2=CC=C(C=C12)Cl)N1CCC(CC1)(F)F 4-bromo-6-chloro-3-(4,4-difluoro-1-piperidinyl)quinoline